NCCNCCCC[Si](OCC)(C)C N-(2-aminoethyl)-3-aminopropyl-methyl-dimethyl-(ethoxy)silane